6-[2-(1-methyl-naphthalen-2-yl)-ethylamino]-pyrimidin CC1=C(C=CC2=CC=CC=C12)CCNC1=CC=NC=N1